N-(4,1'-dihydroxy-[1,2']binaphthyl-4'-yl)-4-methoxy-benzenesulfonamide OC1=CC=C(C2=CC=CC=C12)C1=C(C2=CC=CC=C2C(=C1)NS(=O)(=O)C1=CC=C(C=C1)OC)O